FC1=C(C=CC(=C1)C1=NOC(=N1)C(F)(F)F)C(CSC=1C=NC=NC1)=O 1-(2-fluoro-4-(5-(trifluoromethyl)-1,2,4-oxadiazol-3-yl)phenyl)-2-(pyrimidin-5-ylthio)ethan-1-one